C(C)(C)(C)N1CCN(CC1)C=1C=C(C=CC1)C1=NC(=CC(=C1O)C1=CC(=C(C=C1)N1C(N(C=C1)C)=O)Cl)C 1-(4-(2-(3-(4-(tert-butyl)piperazin-1-yl)phenyl)-3-hydroxy-6-methyl-pyridin-4-yl)-2-chlorophenyl)-3-methyl-1,3-dihydro-2H-imidazol-2-one